C1(=CC=CC=C1)C=1C=CC=2N(C3=CC=C(C=C3C2C1)C1=CC=CC=C1)C1=CC(=C(C=C1)C=1C(=CC=CC1)C1=CC=CC=C1)C1=CC(=CC=2C3=CC(=CC=C3NC12)C1=CC=CC=C1)C1=CC=CC=C1 1-(4-(3,6-diphenyl-9H-carbazol-9-yl)-[1,1':2',1''-terphenyl]-2-yl)-3,6-diphenyl-9H-carbazole